FC1([C@](C1)(CO)COC=1N=C(C2=C(N1)CNC2)N2C[C@@](CCC2)(O)C)F (R)-1-(2-(((R)-2,2-difluoro-1-(hydroxymethyl)cyclopropyl)methoxy)-6,7-dihydro-5H-pyrrolo[3,4-d]pyrimidin-4-yl)-3-methylpiperidin-3-ol